[Co]=O.[Mn].[Ni].[Li] lithium-nickel-manganese Cobalt oxide